NC1=C(C=C(C(=O)O)C=C1)C#N 4-amino-3-cyano-benzoic acid